COC([C@@H](NC(CNC(C)=O)=O)CCCCN)=O N-acetyl-glycyl-lysine-methyl ester